C1(CC1)[C@H]1[C@@H]([C@H](O[C@@]1(C(F)(F)F)C)C(=O)NC1=CC(=NC=C1)C(=O)N)C1=C(C(=C(C=C1)F)F)OC (2S,3R,4S,5S)-4-[[4-Cyclopropyl-3-(3,4-Difluoro-2-methoxy-phenyl)-5-methyl-5-(trifluoromethyl)tetrahydrofuran-2-carbonyl]amino]pyridin-2-carboxamid